C#CC#CC=CCCC non-enediyn